2-methylthio-5-bromo-N-(2-(2-(2,6-dichlorophenyl)hydrazino)ethyl)-pyrimidine-4-formamide CSC1=NC=C(C(=N1)C(=O)NCCNNC1=C(C=CC=C1Cl)Cl)Br